4-(bromomethyl)-3-(trifluoromethyl)-Benzoic acid methyl ester COC(C1=CC(=C(C=C1)CBr)C(F)(F)F)=O